Isobutyric acid (2R,3R,4R,5R)-5-(4-amino-5-carbamoyl-pyrrolo[2,3-d]-pyrimidin-7-yl)-4-ethynyl-4-hydroxy-2-isobutyryloxymethyl-tetrahydro-furan-3-yl ester NC=1C2=C(N=CN1)N(C=C2C(N)=O)[C@H]2[C@@]([C@@H]([C@H](O2)COC(C(C)C)=O)OC(C(C)C)=O)(O)C#C